3-((2-(4-methylcyclohex-3-en-1-yl)propan-2-yl)thio)propanoic acid CC1=CCC(CC1)C(C)(C)SCCC(=O)O